tert-butyl (4S)-hydroxyazepane-1-carboxylate OC1N(CCCCC1)C(=O)OC(C)(C)C